FC=1C(=NC(=NC1)N[C@H]1[C@@H](COCC1)O)C=1C=C2C(=C(C=NC2=CC1)CN1C[C@H](CCC1)C#N)C(C)C (S)-1-((6-(5-fluoro-2-(((3S,4R)-3-hydroxytetrahydro-2H-pyran-4-yl)amino)pyrimidin-4-yl)-4-isopropylquinolin-3-yl)methyl)piperidine-3-carbonitrile